C1=CC=CC=2C3=CC=CC=C3C(C12)N([C@H](C(=O)O)CC#C)C(=O)OC (2S)-2-(9H-fluoren-9-yl-methoxycarbonyl-amino)pent-4-ynoic acid